2-(difluoromethyl)-7-(3-(2,2-dimethylmorpholino)-7,8-dihydro-1,6-naphthyridin-6(5H)-yl)-8-methyl-4H-pyrimido[1,2-b]pyridazin-4-one FC(C=1N=C2N(N=C(C(=C2)C)N2CC=3C=C(C=NC3CC2)N2CC(OCC2)(C)C)C(C1)=O)F